C(C)(C)C1=CC=CC=2CC3=CC=CC=C3SC12 4-isopropyl-9H-thioxanthen